CC1=CC=C(C(=N1)N1N=CC=N1)C(=O)N1[C@@H]2[C@@H](C[C@H](C1)C2)OC2=NC=C(C=C2)C(F)(F)F (6-methyl-2-(2H-1,2,3-triazol-2-yl)pyridin-3-yl)((1S,4R,6R)-6-((5-(trifluoromethyl)pyridin-2-yl)oxy)-2-azabicyclo[2.2.1]heptan-2-yl)methanone